O=C1NC(CC[C@@H]1N1C(C2=CC=C(C=C2C1=O)NCC(=O)N1CCN(CC1)C1=CC=C(CNC2=C3N=CN(C3=NC=N2)C2CC(C2)NC(C2=NC(=CC=C2)C)=O)C=C1)=O)=O N-((1s,3s)-3-(6-((4-(4-((2-(2,6-dioxopiperidin-3-yl)-1,3-dioxoisoindolin-5-yl)glycyl)piperazin-1-yl)benzyl)amino)-9H-purin-9-yl)cyclobutyl)-6-methylpicolinamide